(4-((2S,4R)-4-ethoxy-1-((5-methoxy-7-methyl-1H-indol-4-yl)methyl)piperidin-2-yl)benzoyl)tryptophan C(C)O[C@H]1C[C@H](N(CC1)CC1=C2C=CNC2=C(C=C1OC)C)C1=CC=C(C(=O)N[C@@H](CC2=CNC3=CC=CC=C23)C(=O)O)C=C1